1-(5-(3-(4-chloro-3-fluorophenyl)-1,2,4-oxadiazol-5-yl)-2-azabicyclo[2.2.1]heptan-2-yl)-2-(1-methyl-1H-1,2,4-triazol-5-yl)ethan-1-one ClC1=C(C=C(C=C1)C1=NOC(=N1)C1C2CN(C(C1)C2)C(CC2=NC=NN2C)=O)F